1-(4-((6-(trans-4-(3,4-dihydroisoquinolin-2(1H)-yl)-3-hydroxypiperidine-1-carbonyl)-2-morpholinopyrimidin-4-yl)amino)piperidin-1-yl)ethan-1-one C1N(CCC2=CC=CC=C12)[C@H]1[C@@H](CN(CC1)C(=O)C1=CC(=NC(=N1)N1CCOCC1)NC1CCN(CC1)C(C)=O)O